ClC=1C=C(C=CC1OCC)C1CC(C2=CC(=C(C(=C12)OC)OC)OC)=O 3-(3-chloro-4-ethoxyphenyl)-4,5,6-trimethoxy-2,3-dihydro-1H-inden-1-one